5-((1R,4R)-5-ethyl-2,5-diazabicyclo[2.2.1]heptan-2-yl)-2-(4-isopropyl-5-(8-methoxy-[1,2,4]triazolo[1,5-a]pyridin-6-yl)-1H-pyrazol-3-yl)thiazole C(C)N1[C@H]2CN([C@@H](C1)C2)C2=CN=C(S2)C2=NNC(=C2C(C)C)C=2C=C(C=1N(C2)N=CN1)OC